CC(C)(C)[S@@](=O)N[C@](CC(=O)OC)(C)C1=CC2=C(SC3=C2C=C(C=C3)C#CC)C=C1 (S)-Methyl 3-((R)-1,1-dimethylethylsulfinamido)-3-(8-(prop-1-yn-1-yl) dibenzo[b,d]thiophen-2-yl)butanoate